6-(4-chlorophenyl)-N-(2,3-dihydroxypropyl)-2-(5-fluoropyridin-3-yl)-3-oxo-2,3-dihydropyridazine ClC1=CC=C(C=C1)C1=CCC(N(N1CC(CO)O)C=1C=NC=C(C1)F)=O